N1C=NC(=C1)C(=O)[O-] imidazole-4-carboxylate